C[P+](CC1=CC=C(C=C1)C=C)(C)C trimethyl-4-vinyl-benzylphosphonium